[Ba].OC1[C@H](O)[C@@H](O)[C@H](O[C@H]2[C@H](O)[C@@H](O)[C@@H](O)[C@H](O2)CO)[C@H](O1)CO Lactose barium